(1,4,7,10,13-pentaoxatetradecyl)(1,4,7-trioxaundecyl)borane O(CCOCCOCCOCCOC)BOCCOCCOCCCC